4-(6-chloro-4-morpholino-3-nitropyridin-2-yl)morpholin-3-one ClC1=CC(=C(C(=N1)N1C(COCC1)=O)[N+](=O)[O-])N1CCOCC1